(2-chloro-4-((1-(3,4,5-trimethoxyphenyl)-1H-imidazol-4-yl)amino)thieno[2,3-d]pyrimidin-6-yl)methanol ClC=1N=C(C2=C(N1)SC(=C2)CO)NC=2N=CN(C2)C2=CC(=C(C(=C2)OC)OC)OC